OCCCN(C(=N)NC(=O)OC(C)(C)C)C(=O)OC(C)(C)C 3-hydroxypropyl-N,N'-dibocguanidine